C(C)N(CCOC1=CC=C(C=C1)NC=1N=C(C2=C(N1)C=CS2)N2N=CCC2C2=CC=CC=C2)CC N-(4-(2-(diethyl-amino)ethoxy)phenyl)-4-(5-phenyl-4,5-dihydro-1H-pyrazol-1-yl)thieno[3,2-d]pyrimidin-2-amine